NC=1C(=CC(=C(C#N)C1)Cl)N1[C@H](CCCC1)CCCOCOCC[Si](C)(C)C (R)-5-amino-2-chloro-4-(2-(3-((2-(trimethylsilyl)ethoxy)methoxy)propyl)piperidin-1-yl)benzonitrile